9-((1S,4S)-4-aminocyclohexyl)-N2-(tert-butyl)-N8-(3-(trifluoromethyl)phenyl)-9H-purine-2,8-diamine NC1CCC(CC1)N1C2=NC(=NC=C2N=C1NC1=CC(=CC=C1)C(F)(F)F)NC(C)(C)C